C(C)(=O)O[C@@H]1CC2=CC[C@H]3[C@@H]4CC=C([C@@]4(C)CC[C@@H]3[C@]2(CC1)C)N1C=NC2=C1C=CC=C2 (3β)-3-(acetoxy)-17-(1H-benzo[d]imidazol-1-yl)androsta-5,16-diene